(3-methyloxetan-3-yl)sulfonyl-2-(6-azaspiro[2.5]octan-6-yl)benzamide CC1(COC1)S(=O)(=O)C=1C(=C(C(=O)N)C=CC1)N1CCC2(CC2)CC1